FC(C1=CC(=C(S1)C(=O)OC)C=1CCN(CC1)C)F Methyl 5-(difluoromethyl)-3-(1-methyl-1,2,3,6-tetrahydropyridin-4-yl)thiophene-2-carboxylate